ClC=1C(=NC(=C(C1)F)C1=CC2=C(OC(O2)(F)F)C=C1Cl)C(=O)O 3-Chloro-6-(6-chloro-2,2-difluorobenzo[d][1,3]dioxol-5-yl)-5-fluoropicolinic acid